C1(=CC=CC=C1)C(C1=CC=CC=C1)=NC1=NC=CC=C1CCC(=O)O 3-{2-[(diphenylmethylene)amino]pyridin-3-yl}propionic acid